C(C)(C)(C)C1=CC=C(C=C1)C1=NC(=NN1C)CN1C2CCC1CC2 (1s,4s)-7-((5-(4-(tert-butyl)phenyl)-1-methyl-1H-1,2,4-triazol-3-yl)methyl)-7-azabicyclo[2.2.1]heptane